3,4-diiodobenzyl bromide IC=1C=C(CBr)C=CC1I